Cl.CN1C=NC=C1 1-methylimidazole hydrochloride salt